5-Chloro-2-cyanopyridin-3-yl 3-[4-(4-chlorothiazol-2-yl)-1H-1,2,3-triazol-1-yl]-3-deoxy-2-O-methyl-1-thio-α-D-galactopyranoside ClC=1N=C(SC1)C=1N=NN(C1)[C@@H]1[C@H]([C@@H](SC=2C(=NC=C(C2)Cl)C#N)O[C@@H]([C@@H]1O)CO)OC